(1S,4S)-4-((tert-butoxycarbonyl)amino)-3,3-difluorocyclopentane-1-carboxylic acid C(C)(C)(C)OC(=O)N[C@@H]1C(C[C@H](C1)C(=O)O)(F)F